ethyl (R)-3-(p-tolyl)-3-((4-(trifluoromethoxy)phenyl)sulfonamido)propanoate C1(=CC=C(C=C1)[C@@H](CC(=O)OCC)NS(=O)(=O)C1=CC=C(C=C1)OC(F)(F)F)C